C(=C)[SiH2][O-].[K+] potassium vinyl-silanolate